C(C)(C)(C)CC(=O)OO.C(C)(=O)OOC(C)(C)C tert-butyl peroxyacetate (tert-butyl peroxyacetate)